1-cyclopropylmethyl-5-[1-(2-fluoro-6-methyl-phenyl)-piperidin-4-yl]-7-(2-trifluoromethyl-benzyl)-1,4,5,7-tetrahydro-pyrazolo[3,4-d]pyrimidin-6-one C1(CC1)CN1N=CC2=C1N(C(N(C2)C2CCN(CC2)C2=C(C=CC=C2C)F)=O)CC2=C(C=CC=C2)C(F)(F)F